1-(4-(((6-(2-chloro-3-(3-chloro-2-(3-methoxy-4-(morpholinomethyl)phenyl)pyridin-4-yl)phenyl)-2-methoxypyridin-3-yl)methyl)amino)piperidin-1-yl)ethan-1-one ClC1=C(C=CC=C1C1=C(C(=NC=C1)C1=CC(=C(C=C1)CN1CCOCC1)OC)Cl)C1=CC=C(C(=N1)OC)CNC1CCN(CC1)C(C)=O